COC=1C=C2C=CC(=CC2=CC1)CNC1=CC=C(C=C1)C N-((6-methoxynaphthalene-2-yl)methyl)-4-methylaniline